C(C)(=O)N1[C@@](C(C2=CC=CC=C12)=C)(C(=O)NC12CC3CC(CC(C1)C3)C2)C2=NC=CC=C2 |r| (±)-1-acetyl-N-adamantan-1-yl-3-methylene-2-(pyridin-2-yl)indoline-2-carboxamide